ClC(C=C)C(CC=CC)C 3-chloro-4-methyl-1,6-octadiene